10-bromo-8-(4-fluorophenyl)-7-methyl-3,4-dihydro-2H,6H-pyrano[3,2-g]chromen-6-one BrC=1C2=C(C=C3CCCOC13)C(C(=C(O2)C2=CC=C(C=C2)F)C)=O